ClC=1C(=CC(=C(C1)NC1=NC(=NC=N1)NC=1C(=CC(=C(C1)NC(C=C)=O)N1C[C@@H](CC1)NC)OC)C(C)(C)O)F (R)-N-(5-(4-(5-chloro-4-fluoro-2-(2-hydroxypropan-2-yl)phenylamino)-1,3,5-triazin-2-ylamino)-4-methoxy-2-(3-(methylamino)pyrrolidin-1-yl)phenyl)acrylamide